C(C)(C)(C)OC(=O)N1CCN(CC1)C1=CC(=C(C=C1)C)NC(C(CC)N1C=C(C2=CC=CC=C12)C)=O.BrCC1=CC(=CC(=C1)CBr)CBr 1,3,5-Tris(bromomethyl)benzene tert-butyl-4-[4-methyl-3-[2-(3-methylindol-1-yl)butanoylamino]phenyl]piperazine-1-carboxylate